ClC1=NC(=NC=N1)NC1CCN(CC1)C(=O)OC(C)(C)C tert-Butyl 4-((4-chloro-1,3,5-triazin-2-yl)amino)piperidine-1-carboxylate